Cl.Cl.N[C@H](CC1=C(C=2N=C(N=C(C2S1)NCC1=C(C=NC=C1)F)Cl)C)C 6-[(2S)-2-aminopropyl]-2-chloro-N-[(3-fluoropyridin-4-yl)methyl]-7-methylthieno[3,2-d]pyrimidin-4-amine dihydrochloride